C1(CCCCC1)N1C(SC=C1C)=N 3-cyclohexyl-4-methylthiazol-2(3H)-imine